3-(2-Bromophenoxy)-7,8-dihydroxy-2-(trifluoromethyl)-4H-chromen-4-one BrC1=C(OC2=C(OC3=C(C(=CC=C3C2=O)O)O)C(F)(F)F)C=CC=C1